C(CCCCC)C1C=CCCCCC1 3-hexylcyclooctene